ClC=1C=C2C(=NC1F)NC(=C2)C(=O)O 5-chloro-6-fluoro-1H-pyrrolo[2,3-b]pyridine-2-carboxylic acid